(R)-N-Benzyl-1-phenylethan-1-amine (S)-2,2-difluorocyclopropane-1-carboxylate FC1([C@@H](C1)C(=O)O)F.C(C1=CC=CC=C1)N[C@H](C)C1=CC=CC=C1